ClC1=C(C=CC(=C1)Cl)C1=CN=C2N1C=CN=C2NC2=CC(=C(C=C2)C=O)C (4-((3-(2,4-dichlorophenyl)imidazo[1,2-a]pyrazin-8-yl)amino)-2-methylphenyl)methanone